(R)-2,2-difluoro-2-(pyridin-3-yl)-N-(4-(5,6,7,8-tetrahydroimidazo[1,5-a]pyridin-8-yl)phenyl)acetamide FC(C(=O)NC1=CC=C(C=C1)[C@@H]1C=2N(CCC1)C=NC2)(C=2C=NC=CC2)F